C1OCC12CN(C2)CC2=C(C(=CC=C2)Cl)CN (2-((2-oxa-6-azaspiro[3.3]hept-6-yl)methyl)-6-chlorophenyl)methylamine